tert-butyl ((3S*,4R*)-4-(methylamino)tetra-hydro-2H-pyran-3-yl)carbamate CN[C@H]1[C@@H](COCC1)NC(OC(C)(C)C)=O |o1:2,3|